2-(chloromethyl)-3-methoxy-pyrazine ClCC1=NC=CN=C1OC